CC1=CC=C(C=C1)S(=O)(=O)NCC1=CC=C(C=C1)C1=NNC(C2=CC=CC=C12)=O 4-methyl-N-(4-(4-oxo-3,4-dihydrophthalazin-1-yl)benzyl)benzenesulfonamide